dl-2-(N-methylacrylamido)ethyldimethylammonium CN(C(C=C)=O)CC[NH+](C)C